1-butyldimethylmethoxysilane C(CCC)CO[SiH](C)C